C1(=CC=CC=C1)C(C)NCCNC(OC(C)(C)C)=O tert-butyl (2-((1-phenylethyl)amino)ethyl)carbamate